C1(=CC=CC=C1)C1=C(C(=CC(=C1)CCCCCCCCCCCCCCCCCC)C1=CC=CC=C1)C1=C(C=CC=C1)O 2,6-diphenyl-4-octadecyl-phenyl-phenol